FC(S(=O)(=O)[O-])(F)F.C(C)(C)(C)OC1=CC=C(C=C1)[S+](C1=CC=CC=C1)C1=CC=CC=C1 (p-tert-butoxyphenyl)diphenylsulfonium trifluoromethanesulfonate salt